diglycidyl azelaate C(CCCCCCCC(=O)OCC1CO1)(=O)OCC1CO1